5-fluoro-4-(3-oxo-6,7-dihydro-3H,5H-[1,2,4]triazolo[3,4-c][1,4]oxazepin-2(9H)-yl)-2-{[(2S)-1,1,1-trifluoropropan-2-yl]oxy}benzonitrile FC=1C(=CC(=C(C#N)C1)O[C@H](C(F)(F)F)C)N1N=C2COCCCN2C1=O